[Ca+2].C(C(=O)[O-])(=O)[O-] oxalic acid calcium salt